N-{4-[[1-(2-chloropyridin-4-yl)-1H-pyrazol-3-yl]oxy]-2,5-dimethylphenyl}-1-(pyrrolidin-1-yl)formamidine ClC1=NC=CC(=C1)N1N=C(C=C1)OC1=CC(=C(C=C1C)NC(=N)N1CCCC1)C